O1COC2=C1C=CC(=C2)/C=C/C(=O)N(C2=NC=CC=C2)CCSC (E)-3-(1,3-benzodioxol-5-yl)-N-(2-methylsulfanylethyl)-N-(2-pyridyl)prop-2-enamide